n-docosyl propyl ether C(CC)OCCCCCCCCCCCCCCCCCCCCCC